N1CC(C1)NC(C1=CC=C(C=C1)C1=CC=C2C(=CC=NC2=C1)NC=1C=CC2=C(N=CS2)C1)=O N-(azetidin-3-yl)-4-(4-(benzo[d]thiazol-5-ylamino)quinolin-7-yl)benzamide